N(=[N+]=[N-])CCCSC1=CC(=C(C=C1)F)Br (3-azidopropyl)(3-bromo-4-fluorophenyl)sulfane